3-fluoro-N-methyl-5-(6-(((3aR,5s,6aS)-2-(((S)-tetrahydro-2H-pyran-2-yl)methyl-d2)octahydrocyclopenta[c]pyrrol-5-yl)amino)pyridazin-3-yl)benzamide FC=1C=C(C(=O)NC)C=C(C1)C=1N=NC(=CC1)NC1C[C@@H]2[C@@H](CN(C2)C([2H])([2H])[C@H]2OCCCC2)C1